NC1=NC=2C=CC=CC2C2=C1N=C(N2C[C@@H](C)O[P@@](=O)(OC2=C(C=CC=C2)Cl)N[C@@H](C)C(=O)OC(C)C)COCC isopropyl ((R)-(((R)-1-(4-amino-2-(ethoxymethyl)-1H-imidazo[4,5-c]quinolin-1-yl) propan-2-yl) oxy) (2-chloro-phenoxy) phosphoryl)-L-alaninate